5-oxo-4,5-dihydro-1,2,4-oxadiazol-3-yl-benzofuran-3-carboxamide O=C1NC(=NO1)C=1OC2=C(C1C(=O)N)C=CC=C2